FS(C=1C=C(CNC(NC=2C=C3CCC(OC3=CC2)C(=O)OC)=O)C=CC1)(F)(F)(F)F methyl 6-(3-(3-(pentafluoro-λ6-sulfaneyl)benzyl)ureido)chromane-2-carboxylate